CC1(CCCCC1)C1=C(C=CC(=C1)C1(CCCCC1)C)O 2,4-bis-(1-methyl-cyclohexyl)phenol